C(C)C(C(=O)[O-])CCCC.C(C)C(C(=O)[O-])CCCC.[Mg+2] magnesium bis(2-ethylhexanoate)